(E)-2-methyl-(2,2,3-trimethyl-1-cyclopent-3-enyl)but-2-en-1-ol C/C(/C(O)C1C(C(=CC1)C)(C)C)=C\C